1-(7-fluoro-2,8-dimethyldibenzo[b,d]furan-4-yl)-6-isobutylisoquinoline FC1=CC2=C(C3=C(O2)C(=CC(=C3)C)C3=NC=CC2=CC(=CC=C32)CC(C)C)C=C1C